1-bromo-3-(3,3-difluorocyclobutyl)sulfonylbenzene BrC1=CC(=CC=C1)S(=O)(=O)C1CC(C1)(F)F